[NH4+].[NH4+].[Cu+2] Copper-diammonium salt